FC(C)(F)C1=NC=CC(=N1)NC1=CC(=NC=C1C1=NN(N=C1)C(C)C)NC(C)=O N-(4-((2-(1,1-difluoroethyl)pyrimidin-4-yl)amino)-5-(2-isopropyl-2H-1,2,3-triazol-4-yl)pyridin-2-yl)acetamide